ClC1=C(C(=O)O)C=CC=C1C1=CNC(=C1)C#N 2-chloro-3-(5-cyano-1H-pyrrol-3-yl)benzoic acid